N1-(2-(dimethylamino)ethyl)-N6-(2-((3S,4R)-3-fluoro-4-methoxypiperidin-1-yl)pyrimidin-4-yl)-4-isopropyl-2,7-naphthyridine-1,6-diamine CN(CCNC1=NC=C(C2=CC(=NC=C12)NC1=NC(=NC=C1)N1C[C@@H]([C@@H](CC1)OC)F)C(C)C)C